ClC=1C=C(OC2C(C(C2(C)C)NC(C2=CN=C(C=C2)N2CCN(CC2)CC=2C=C3CN(C(C3=C(C2)F)=O)C2C(NC(CC2)=O)=O)=O)(C)C)C=CC1C#N N-((1r,3r)-3-(3-chloro-4-cyanophenoxy)-2,2,4,4-tetramethylcyclobutyl)-6-(4-((2-(2,6-dioxopiperidin-3-yl)-7-fluoro-1-oxoisoindolin-5-yl)methyl)piperazin-1-yl)nicotinamide